CC=1C2=C(N=CN1)N(C=C2)[C@@H]2O[C@@H]([C@H]1OC(O[C@H]12)(C)C)[C@@H]1OCC(C2=CC=CC=C12)(F)F 4-methyl-7-[(3aR,4R,6R,6aR)-2,2-dimethyl-6-[(1R)-4,4-difluoroisochroman-1-yl]-3a,4,6,6a-tetrahydrofuro[3,4-d][1,3]dioxol-4-yl]pyrrolo[2,3-d]pyrimidine